methyl (2S)-2-[[(2S)-2-[(4-methoxy-1H-indole-2-carbonyl)amino]-3-(3-pyridyl)propanoyl] amino]-3-[(3S)-2-oxopyrrolidin-3-yl]propanoate COC1=C2C=C(NC2=CC=C1)C(=O)N[C@H](C(=O)N[C@H](C(=O)OC)C[C@H]1C(NCC1)=O)CC=1C=NC=CC1